OC(CCCCCCCCCCCCCCCCCCCCC(=O)O)CC=CCC=CCC 22-hydroxy-triaconta-24,27-dienoic acid